2,6-bis(2-aminophenoxy)benzotrifluoride NC1=C(OC2=C(C(=CC=C2)OC2=C(C=CC=C2)N)C(F)(F)F)C=CC=C1